N-(5-(benzo[d][1,3]dioxol-5-yl)-1-(2-methoxyethyl)-1H-pyrazolo[3,4-b]pyridin-3-yl)isothiazole-5-carboxamide O1COC2=C1C=CC(=C2)C=2C=C1C(=NC2)N(N=C1NC(=O)C1=CC=NS1)CCOC